C(=O)C1=CC=C(C(=O)OCC)C=C1 ethyl 4-formylbenzoate